4-(4-methoxybenzyl)piperidine COC1=CC=C(CC2CCNCC2)C=C1